ANILINOACETATE N(C1=CC=CC=C1)CC(=O)[O-]